tert-butyl 4-(5-(5-amino-6-(4-cyano-2-fluorophenyl)-4-((tetrahydro-2H-pyran-4-yl)amino)pyridin-3-yl)-1,3,4-thiadiazol-2-yl)piperazine-1-carboxylate NC=1C(=C(C=NC1C1=C(C=C(C=C1)C#N)F)C1=NN=C(S1)N1CCN(CC1)C(=O)OC(C)(C)C)NC1CCOCC1